2-(5-methylthiophen-2-yl)-4-phenyl-1H-pyrrole CC1=CC=C(S1)C=1NC=C(C1)C1=CC=CC=C1